(2'S,3R)-5-chloro-1,2'-dimethyl-1'-[[1-(2-methylsulfonylethyl)pyrazol-4-yl]methyl]spiro[indoline-3,4'-piperidine]-2-one ClC=1C=C2C(=CC1)N(C([C@]21C[C@@H](N(CC1)CC=1C=NN(C1)CCS(=O)(=O)C)C)=O)C